C(C1=CC=CC=C1)OC1C(N(CC(C1OCC1=CC=CC=C1)OCC1=CC=CC=C1)C[C@H]1CNCC1)C 3,4,5-tris(benzyloxy)-2-methyl-1-((R)-pyrrolidin-3-ylmethyl)piperidine